(4-((1-(tert-butyl)-2-methoxy-1H-benzo[d]imidazol-6-yl)oxy)-3,5-dichlorophenyl)-5-oxo-4,5-dihydro-1,2,4-oxadiazole-3-carboxamide C(C)(C)(C)N1C(=NC2=C1C=C(C=C2)OC2=C(C=C(C=C2Cl)N2C(=NOC2=O)C(=O)N)Cl)OC